[Ta].CNC.CNC.CNC.CNC.CNC pentadimethylamine tantalum